C(COCCN(CC(=O)O)CC(=O)O)OCCN(CC(=O)O)CC(=O)O ethylene-bis(oxyethylene-nitrilo)tetraacetic acid